methyl-3-((4-bromo-2,6-difluorobenzyl)oxy)-5-((5-(2-(pyrrolidin-1-yl)ethoxy)pyridin-3-yl)amino)isothiazole CC=1C(=NSC1NC=1C=NC=C(C1)OCCN1CCCC1)OCC1=C(C=C(C=C1F)Br)F